N[C@@H](C(=O)O)[C@H](C(C)C)C1=CNC2=CC=CC=C12 (2R,3R)-2-amino-3-(1H-indol-3-yl)-4-methylpentanoic acid